ClC=1C(=NC=C(C1)C1=NNC2=NC=C(C=C21)C=2C=CC1=C(CCC(CC1)N1[C@@H](CCC1)C)C2)C(C)(C)O 2-[3-Chloro-5-(5-{7-[(2R)-2-methylpyrrolidin-1-yl]-6,7,8,9-tetrahydro-5H-benzo[7]annulen-2-yl}-1H-pyrazolo[3,4-b]pyridin-3-yl)pyridin-2-yl]propan-2-ol